N-(2,4-Difluorobenzyl)-9-hydroxy-2-(2-methoxyethyl)-1,8-dioxo-1,8-dihydro-2H-pyrido[1,2-a]pyrazine-7-carboxamide FC1=C(CNC(=O)C=2C(C(=C3N(C=CN(C3=O)CCOC)C2)O)=O)C=CC(=C1)F